CC(C(=O)N[C@@H](C(C(=O)NCC1=NC=CC=C1)=O)CC1=CC=CC=C1)(C)N1N=CC(=C1)C1=CC=CC=C1 (R)-3-(2-methyl-2-(4-phenyl-1H-pyrazol-1-yl)propionamido)-2-oxo-4-phenyl-N-(pyridin-2-ylmethyl)butyramide